C(C)(=O)NC1=NC(=CC=C1)NC(C)=O 2,6-Diacetamidopyridine